C(=C)[Si](CCl)(CCl)C vinyl-methyl-di(chloromethyl)silane